methylenebiserucamide C(CCCCCCCC\C=C/CCCCCCCCCCCC(=O)N)CCCCCCCC\C=C/CCCCCCCCCCCC(=O)N